FC(S(=O)(=O)[O-])(F)F.[Li+] lithium tris-fluoromethanesulfonate